3-chloro-2,2-dimethyl-3-oxopropyl nitrate [N+](=O)(OCC(C(=O)Cl)(C)C)[O-]